methyl N-[5-[6-[(5-fluoro-2-pyridyl)-methyl-carbamoyl]imidazo[1,2-a]pyridin-3-yl]-2-pyridyl]carbamate FC=1C=CC(=NC1)N(C(=O)C=1C=CC=2N(C1)C(=CN2)C=2C=CC(=NC2)NC(OC)=O)C